7-Fluoro-N-(4-fluorobenzyl)-9H-pyrido[3,4-b]indole-1-carboxamide FC1=CC=C2C3=C(NC2=C1)C(=NC=C3)C(=O)NCC3=CC=C(C=C3)F